Cl[Si](O[Si](C(C)C)(C(C)C)Cl)(C(C)C)C(C)C dichloro-1,1,3,3-tetraisopropyldisiloxane